N-(6-amino-5-cyclopropyl-3-pyridyl)-2-[(2R,5S)-2-imidazo[1,5-a]pyridin-6-yl-5-methyl-1-piperidyl]-2-oxo-acetamide NC1=C(C=C(C=N1)NC(C(=O)N1[C@H](CC[C@@H](C1)C)C=1C=CC=2N(C1)C=NC2)=O)C2CC2